C(C)(C)(C)OC(CC[C@@H](C(=O)N)N1C(C2=CC=C(C=C2C1)C1=NC(=C(C=C1C(F)(F)F)C#N)N)=O)=O (S)-5-amino-4-(5-(6-amino-5-cyano-3-(trifluoromethyl)pyridin-2-yl)-1-oxoisoindolin-2-yl)-5-oxopentanoic acid tert-butyl ester